carboxy-7-((3'-chloro-[1,1'-biphenyl]-2-yl)oxy)-1,2,3,4-tetrahydronaphthalene-2-aminium chloride [Cl-].C(=O)(O)C1C(CCC2=CC=C(C=C12)OC1=C(C=CC=C1)C1=CC(=CC=C1)Cl)[NH3+]